CC1=NC2=CC3=C(C=C2C(N1)=O)N(CC3)C3CCN(CC3)CC=C 2-methyl-6-(1-allylpiperidin-4-yl)-7,8-dihydro-3H-pyrrolo[2,3-g]quinazolin-4(6H)-one